ClC=1C=CC(=C(C1)CC(=O)NC1=CC(=NC=C1)C(=O)NC1(CCCCC1)C#C)O 4-[[2-(5-chloro-2-hydroxy-phenyl)acetyl]amino]-N-(1-ethynylcyclohexyl)pyridine-2-carboxamide